FC(C1=NN2C(N=C(C=C2NCC(C2=CC=C(C=C2)F)C2CN(CC2)C(=O)N)C(F)(F)F)=C1)(F)F 3-(2-((2,5-bis(trifluoromethyl)pyrazolo[1,5-a]pyrimidin-7-yl)amino)-1-(4-fluorophenyl)ethyl)pyrrolidine-1-carboxamide